ClC1=C(C=C(C=C1)S(=O)(=O)NC=1C(=NC=C(C1)C)OC1=C(C=C(C=C1)NC(C=C)=O)OCCN(C)C)C(F)(F)F N-(4-((3-((4-chloro-3-(trifluoromethyl)phenyl)sulfonamido)-5-methylpyridin-2-yl)oxy)-3-(2-(dimethylamino)ethoxy)phenyl)acrylamide